N-[2,4-difluoro-3-[(6S)-1-(1H-imidazol-2-yl)-5H,6H,7H,8H-imidazo[1,5-a]pyridin-6-yl]phenyl]-5-fluoro-2-methylpyridine-3-sulfonamide FC1=C(C=CC(=C1[C@@H]1CCC=2N(C1)C=NC2C=2NC=CN2)F)NS(=O)(=O)C=2C(=NC=C(C2)F)C